4-(2,6-dichloro-4-(dibenzylamino)benzyl)-3-fluoro-2-isopropylphenol ClC1=C(CC2=C(C(=C(C=C2)O)C(C)C)F)C(=CC(=C1)N(CC1=CC=CC=C1)CC1=CC=CC=C1)Cl